(S)-N-(1-(4-(N-bicyclo[1.1.1]pentan-1-ylsulfamoyl)phenylamino)-1-oxo-3-phenylpropan-2-yl)picolinamide C12(CC(C1)C2)NS(=O)(=O)C2=CC=C(C=C2)NC([C@H](CC2=CC=CC=C2)NC(C2=NC=CC=C2)=O)=O